C(=O)(OCC1C2=CC=CC=C2C2=CC=CC=C12)C(OC(=O)Cl)C1=CC=CC=2C3=CC=CC=C3CC12 Fmoc-Fluorenylmethyloxycarbonyl chloride